F[C@@]1([C@](O)([C@H](O)[C@@H](CO)O1)C)N1C(=S)NC(=O)C=C1 fluoro-2'-methyl-2-thiouridine